C(=O)C1=C2CN(CC2=CC=C1)C(=O)OC(C)(C)C t-butyl 4-formylisoindoline-2-carboxylate